copper-beryllium copper [Cu].[Be].[Cu]